C(CCCCCCC\C=C/CCCCCCCC)ON(OCCCCCCCC\C=C/CCCCCCCC)CC1=CC=CC=C1 N,N-dioleyloxybenzylamine